3,5-Dibromo-4-chloro-1H-pyrazole BrC1=NNC(=C1Cl)Br